C(C)N1N(C2=NC(=NC=C2C1=O)SC)C1=CC=CC(=N1)OC1CCN(CC1)C(=O)OC(C)(C)C tert-butyl 4-((6-(2-ethyl-6-(methylthio)-3-oxo-2,3-dihydro-1H-pyrazolo[3,4-d]pyrimidin-1-yl)pyridin-2-yl)oxy)piperidine-1-carboxylate